3-([2,4'-Bipyridin]-5-ylsulfonyl)-9-(3,3-dimethylbutyl)-3,9-diazaspiro[5.5]undecane N1=C(C=CC(=C1)S(=O)(=O)N1CCC2(CC1)CCN(CC2)CCC(C)(C)C)C2=CC=NC=C2